(5S,8S,10aR)-5-amino-N-(2-(2,6-dioxopiperidin-3-yl)-1-oxoisoindolin-4-yl)-3-(5-methylbenzo[d]isoxazole-3-carbonyl)-6-oxodecahydropyrrolo[1,2-a][1,5]diazocine-8-carboxamide N[C@H]1CN(CC[C@@H]2N(C1=O)[C@@H](CC2)C(=O)NC2=C1CN(C(C1=CC=C2)=O)C2C(NC(CC2)=O)=O)C(=O)C2=NOC1=C2C=C(C=C1)C